BrC1=CC=C2C=NN(C2=C1)CC1C(C1)(F)F 6-bromo-1-[(2,2-difluorocyclopropyl)methyl]indazole